O[C@H]1[C@H](CCCC1)OC=1C=C2CN(C(C2=CC1)=O)C1C(NC(CC1)=O)=O 3-(5-(((1s,2r)-2-hydroxycyclohexyl)oxy)-1-oxoisoindolin-2-yl)piperidine-2,6-dione